C1(CC1)C1=CC(=NC(=C1F)C)NC1=NC=C(C(=N1)NC1=NN(C(=C1)C)C)N1C[C@H](N(CC1)C(=O)OC(C)(C)C)C tert-butyl (R)-4-(2-((4-cyclopropyl-5-fluoro-6-methylpyridin-2-yl)amino)-4-((1,5-dimethyl-1H-pyrazol-3-yl)amino) pyrimidin-5-yl)-2-methylpiperazine-1-carboxylate